NC=1C2=C(N=CN1)N(C=C2)[C@H]2[C@@H]([C@@H]([C@H](C2)C2=CC=C1C=C(NC1=C2)CN2CC1(CCC1)CC2)O)O (1R,2S,3R,5R)-3-{4-amino-7H-pyrrolo[2,3-d]pyrimidin-7-yl}-5-[2-({6-azaspiro[3.4]octan-6-yl}methyl)-1H-indol-6-yl]cyclopentane-1,2-diol